(4-methoxy-6-(methylcarbamoyl) pyridin-3-yl) carbamate C(N)(OC=1C=NC(=CC1OC)C(NC)=O)=O